{2-[(6-chloro-2-methylindol-5-yl)imino]-5-[(1-methyl-1,2,4-triazol-3-yl)methyl]-4,6-dioxo-3-[(2,4,5-trifluorophenyl)methyl]-1,3,5-triazin-1-yl}methoxyphosphonic acid ClC1=C(C=C2C=C(NC2=C1)C)N=C1N(C(N(C(N1CC1=C(C=C(C(=C1)F)F)F)=O)CC1=NN(C=N1)C)=O)COP(O)(O)=O